di(trimethyloloctane) tetramethacrylate C(C(=C)C)(=O)O.C(C(=C)C)(=O)O.C(C(=C)C)(=O)O.C(C(=C)C)(=O)O.C(O)C(CCCCCCC)(CO)CO.C(O)C(CCCCCCC)(CO)CO